ClC1=NC=CC=2C=3C(C(N(C12)C)([2H])[2H])=CN(N3)C 6-chloro-2,5-dimethyl-4,5-dihydro-2H-pyrazolo[4,3-c][1,7]naphthyridine-4,4-d2